[18F][C@H]1C[C@@H](O[C@@H]1CO)N1C(=O)NC(=O)C(C)=C1 deoxy-3'-[18F]fluorothymidine